9-oxo-9H-xanthene-3,6-diyl bis(trifluoromethanesulfonate) FC(S(=O)(=O)OC=1C=CC=2C(C3=CC=C(C=C3OC2C1)OS(=O)(=O)C(F)(F)F)=O)(F)F